3-(5-(1-aminoisoquinolin-7-yl)-3-((2-(2-ethoxy-2-oxoethyl)phenoxy)methyl)-1H-indazol-1-yl)pyrrolidine-1-carboxylic acid ethyl ester C(C)OC(=O)N1CC(CC1)N1N=C(C2=CC(=CC=C12)C1=CC=C2C=CN=C(C2=C1)N)COC1=C(C=CC=C1)CC(=O)OCC